5-formyl-2-hydroxyphenolate C(=O)C=1C=CC(=C(C1)[O-])O